COC=1C=C(C=CC1OC)CC[C@@H](OC(=O)[C@H]1N(CCCC1)C([C@@H](CC)C1=CC(=C(C(=C1)OC)OC)OC)=O)C=1C=C(OCC(=O)O)C=CC1 2-(3-((R)-3-(3,4-dimethoxyphenyl)-1-(((S)-1-((S)-2-(3,4,5-trimethoxyphenyl)butanoyl)piperidine-2-carbonyl)oxy)propyl)phenoxy)acetic acid